N-(3-(6-bromooxazolo[4,5-b]pyridin-2-yl)-5-fluoro-2-methylphenyl)-2-chloro-4-cyanobenzamide BrC=1C=C2C(=NC1)N=C(O2)C=2C(=C(C=C(C2)F)NC(C2=C(C=C(C=C2)C#N)Cl)=O)C